FC=1C=C2CC3=C(N=C(NC3=S)C3=NC=CN=C3)OC2=C(C1)F 7,9-difluoro-2-(pyrazin-2-yl)-3,5-dihydro-4H-chromeno[2,3-d]pyrimidine-4-thione